2-{2-[dimethoxy(phenyl)methyl]phenyl}-2-propanol COC(C1=C(C=CC=C1)C(C)(C)O)(C1=CC=CC=C1)OC